ClC=1N=C(C2=C(N1)N(C=C2)C)N 2-chloro-7-methyl-7H-Pyrrolo[2,3-d]pyrimidin-4-amine